2-(4-methoxyphenyl)-4-phenylbutyronitrile COC1=CC=C(C=C1)C(C#N)CCC1=CC=CC=C1